1-ethyl-2-oxo-N-(pyrrolidin-3-yl)-1,2-dihydrobenzo[cd]indole-6-sulfonamide C(C)N1C(C2=C3C(C(=CC=C13)S(=O)(=O)NC1CNCC1)=CC=C2)=O